ClC1=C(C=CC(=C1)C(F)(F)F)S(=O)(=O)N1C[C@@H]([C@](C1)(CO)O)S(=O)(=O)C1=CC(=C(C#N)C=C1)F 4-(((3S,4S)-1-((2-chloro-4-(trifluoromethyl)phenyl)sulfonyl)-4-hydroxy-4-(hydroxymethyl)pyrrolidin-3-yl)sulfonyl)-2-fluorobenzonitrile